N-(4-(t-butyl)phenyl)-[1,1'-biphenyl]-2-amine C(C)(C)(C)C1=CC=C(C=C1)NC=1C(=CC=CC1)C1=CC=CC=C1